2-[3-chloro-4-(difluoromethyl)phenoxy]-N-[(3s,6r)-6-{5-[2-(trifluoromethoxy)ethoxy]-1,3,4-oxadiazol-2-yl}piperidin-3-yl]acetamide ClC=1C=C(OCC(=O)N[C@@H]2CN[C@H](CC2)C=2OC(=NN2)OCCOC(F)(F)F)C=CC1C(F)F